[Mn].[Co].[Co].[Ni].[Li] lithium nickel cobalt cobalt manganese